C(#N)C1(CC1)C=1C=C(C=CC1)C1=CC=C(C=C1)[C@H](C(=O)N)NC(=O)NC=1N=C(SC1)C#C (R)-2-(3'-(1-cyanocyclopropyl)-[1,1'-biphenyl]-4-yl)-2-(3-(2-ethynylthiazol-4-yl)ureido)-acetamide